4-hydroxycyclohexanone monoethylene ketal C1COC2(CCC(CC2)O)O1